ClC1=C(C=CC=2C=C3N(C12)CC(NCC3C=3C=NNC3)=O)Cl 7,8-dichloro-l-1-(1H-pyrazol-4-yl)-1,2,3,5-tetrahydro-[1,4]diazepino[1,7-a]indol-4-one